4-Hydroxy-4-methyl-2-pentanon OC(CC(C)=O)(C)C